ClC(OC1=CC=C(C=C1)NC(C1=CN=C(C(=C1)C=1C=C2C(=NC1)CC=1C2=NN(C1)C1=NC=C(C=N1)OC)N1C[C@@H](CC1)F)=O)(F)F (R)-N-(4-(chlorodifluoromethoxy)phenyl)-6-(3-fluoropyrrolidin-1-yl)-5-(2-(5-methoxypyrimidin-2-yl)-2,4-dihydropyrazolo[3',4':3,4]cyclopenta[1,2-b]pyridin-7-yl)nicotinamide